[Cl-].C(C)(C)(C)[V+3]C(C)(C)C.[Cl-].[Cl-] di-tert-butylvanadium chloride